N-(2-(1-ethyl-2-methyl-2,5-dihydro-1H-pyrrol-3-yl)thieno[2,3-b]pyridin-4-yl)-benzo[d]thiazol-5-amine C(C)N1C(C(=CC1)C1=CC=2C(=NC=CC2NC=2C=CC3=C(N=CS3)C2)S1)C